2,6-dimethyl-4-(3,3,4,4,5,5,6,6,7,7,8,8,8-tridecafluorooct-1-en-1-yl)aniline CC1=C(N)C(=CC(=C1)C=CC(C(C(C(C(C(F)(F)F)(F)F)(F)F)(F)F)(F)F)(F)F)C